BrC1=NN(C(=C1)Br)C=1C=CC(=NC1)OC(F)F 5-(3,5-dibromopyrazol-1-yl)-2-(difluoromethoxy)pyridine